N-(3-(3-(ethyl(methyl)amino)-3-methylpyrrolidin-1-yl)-1-(6-ethyl-2-(2-fluoropropan-2-yl)pyrimidin-4-yl)-1H-pyrazolo[4,3-c]pyridin-6-yl)acetamide C(C)N(C1(CN(CC1)C1=NN(C2=C1C=NC(=C2)NC(C)=O)C2=NC(=NC(=C2)CC)C(C)(C)F)C)C